C(C)C1=CC2=C(CCO[C@]23C[C@@H](N(CC3)CC3CN(C3)S(=O)(=O)CC)C)S1 (2'S,4R)-2-ethyl-1'-[(1-ethylsulfonylazetidin-3-yl)methyl]-2'-methyl-spiro[6,7-dihydrothieno[3,2-c]pyran-4,4'-piperidine]